ClC1=NC=C(C(=N1)C=1SC(=CC1)C#N)C#N 2-chloro-4-(5-cyano-2-thienyl)pyrimidine-5-carbonitrile